1-methyl-3-[(1R,5R)-3-oxabicyclo[3.1.0]hexan-1-yl]-1-[(1S)-1-(4-pyridyl)ethyl]urea CN(C(=O)N[C@]12COC[C@@H]2C1)[C@@H](C)C1=CC=NC=C1